3-Isopropylidene-5-Norbornene C(C)(C)=C1CC2C=CC1C2